FC(C1=C(C=C(C=C1)C(F)(F)F)B(OC(C)C)C1=CC(=CC(=C1)C(F)(F)F)C(F)(F)F)(F)F (2,5-Bis(trifluoromethyl)phenyl)(3,5-bis(trifluoromethyl)phenyl)isopropoxyborane